(1S,2R)-(+)-2-amino-1-cyclopentanecarboxylic acid N[C@H]1[C@H](CCC1)C(=O)O